BrC1=CN=C2C(=N1)N=C(O2)N[C@@H]2C[C@@H](CN(C2)CC)O (3S,5R)-5-[(5-bromooxazolo[4,5-b]pyrazin-2-yl)amino]-1-ethyl-piperidin-3-ol